CC1=C(C(=CC(=C1)C)C)C(=O)C1=C(C=CC=C1)OP(=O)(OC1=CC=CC=C1)OP(=O)(OC1=C(C=CC=C1)C(=O)C1=C(C=C(C=C1C)C)C)OC1=CC=CC=C1 2,4,6-trimethylphenylcarbonyl-diphenylphosphono oxide